FC1=CC=2N(C=C1)C(=CN2)C2=C1CNC(C1=C(C=C2)NC2=NC=C(C=C2)N2C[C@H](OCC2)C(C)(C)N2CC(C2)O)=O (S)-4-(7-fluoro-imidazo[1,2-a]pyridin-3-yl)-7-((5-(2-(2-(3-hydroxyazetidin-1-yl)propan-2-yl)morpholino)pyridin-2-yl)amino)isoindolin-1-one